D-5-diethylamino-hydroxybenzoyl-hexyl benzoate C(C1=CC=CC=C1)(=O)OCCCC[C@H](C(C(C1=CC=CC=C1)=O)O)N(CC)CC